BrC1=C(C=C2C(=C(C(=NC2=C1)Cl)S(=O)(=O)C)C1=CC=C(C=C1)F)C 7-bromo-2-chloro-4-(4-fluorophenyl)-6-methyl-3-methylsulfonyl-quinoline